CC(C(C(=O)C1=CC=CC=C1)=O)CCCCC methyl-phenyl-n-octane-1,2-dione